FC=1C(=C(C(=O)N)C=C(C1F)CC1=C(C(=NC=C1)NS(NCCO)(=O)=O)F)NC1=C(C=C(C=C1)I)F 3,4-Difluoro-5-[[3-Fluoro-2-(2-hydroxyethylsulfamoylamino)Pyridine-4-yl]Methyl]-2-(2-Fluoro-4-iodoanilino)benzamide